N,N-bis(2-chloroethyl)-hydroxyaniline ClCCN(C1=C(C=CC=C1)O)CCCl